CN1N=CC(=C1C)C1=CC(N(C=N1)CC1(CCN(CC1)C(C[C@@H](C)C1=CC=CC=C1)=O)O)=O (R)-6-(1,5-Dimethyl-1H-pyrazol-4-yl)-3-((4-hydroxy-1-(3-phenylbutanoyl)piperidin-4-yl)methyl)pyrimidin-4(3H)-one